CC1C(=O)OCCC1 2-methyl-valerolactone